5-[(3-hydroxypyrrolidin-1-yl)methyl]-6-methyl-N-[4-(methylsulfonyl)benzyl]-2-oxo-1-[3-(trifluoromethyl)phenyl]-1,2-dihydropyridine-3-carboxamide OC1CN(CC1)CC=1C=C(C(N(C1C)C1=CC(=CC=C1)C(F)(F)F)=O)C(=O)NCC1=CC=C(C=C1)S(=O)(=O)C